5-(1H-imidazol-1-yl)-N-((1r,4r)-4-(2-methoxyethoxy)cyclohexyl)-1H-benzo[d]imidazole-7-carboxamide N1(C=NC=C1)C1=CC2=C(NC=N2)C(=C1)C(=O)NC1CCC(CC1)OCCOC